C(#N)[C@H](C[C@H]1C(NCCC1)=O)NC(=O)[C@@H]1N([C@H]2CC([C@@H]1CC2)(F)F)C([C@H](CC2CC2)NC=2C=NN(C2)C)=O (1R,3R,4R)-N-((S)-1-cyano-2-((S)-2-oxopiperidin-3-yl)ethyl)-2-((S)-3-cyclopropyl-2-((1-methyl-1H-pyrazol-4-yl)amino)propanoyl)-5,5-difluoro-2-azabicyclo[2.2.2]octane-3-carboxamide